5-{6-[(3R,5S)-3,5-dimethylpiperazin-1-yl]-4-methoxypyrido[2,3-d]pyrimidin-2-yl}-2-methylindazol-6-ol C[C@@H]1CN(C[C@@H](N1)C)C1=CC2=C(N=C(N=C2OC)C2=CC3=CN(N=C3C=C2O)C)N=C1